Methylhydrazinium C[NH2+]N